4-[4'-((3S)-3,7-dimethyl-6-octenyl)biphenylyl]-1,7-dichloro-perylene C[C@H](CCC1=CC=C(C=C1)C1=C(C=CC=C1)C=1C2=CC=C(C=3C=4C=CC=C5C=CC(=C(C(=CC1)C23)C54)Cl)Cl)CCC=C(C)C